ClC=1C(=CC=C2C=CC=C(C12)C1=C(C=2N=C(N=C(C2C=N1)N1C[C@H]2CC[C@@H](C1)N2C(=O)OC(C)(C)C)OC[C@H]2N(CCC2)C)F)F tert-butyl (1R,5S)-3-(7-(8-chloro-7-fluoronaphthalen-1-yl)-8-fluoro-2-(((S)-1-methylpyrrolidin-2-yl)methoxy)pyrido[4,3-d]pyrimidin-4-yl)-3,8-diazabicyclo[3.2.1]octane-8-carboxylate